2,6-bis(2-methylphenyl)benzene CC1=C(C=CC=C1)C1=CC(=CC=C1)C1=C(C=CC=C1)C